pyran-4(5H)-one O1C=CC(CC1)=O